O(C1=CC=CC=C1)C1=CC=C(C=C1)C1=NN(C2=NC=NC(=C21)N)C2CCN(CC2)C2CN(C2)C2CCNCC2 3-(4-phenoxyphenyl)-1-[1-[1-(4-piperidyl)azetidin-3-yl]-4-piperidyl]pyrazolo[3,4-d]pyrimidin-4-amine